2-chloro-4-[3-(trifluoromethyl)-7,8-dihydro-5H-1,6-naphthyridin-6-yl]-5,7-dihydrofuro[3,4-d]pyrimidine ClC=1N=C(C2=C(N1)COC2)N2CC=1C=C(C=NC1CC2)C(F)(F)F